N-t-butoxycarbonyl-1,2-butanediamine C(C)(C)(C)OC(=O)NCC(CC)N